N=1N=CN2C1C(=NC=C2)CN(CC2=CC=NO2)C2=CC(=CC=C2)Br 1-([1,2,4]triazolo[4,3-a]pyrazin-8-yl)-N-(3-bromophenyl)-N-(isoxazol-5-ylmethyl)methylamine